CN1N=C(C=C1C=1N=C(NC1)C1COC2=CC=C(C=C2C1)OC1=C2CCC(NC2=NC=C1)=O)C 5-[3-[4-(2,5-dimethylpyrazol-3-yl)-1H-imidazol-2-yl]chroman-6-yl]oxy-3,4-dihydro-1H-1,8-naphthyridin-2-one